C(CCCCCCCCCCCCCCCCC)(N)(N)N octadecanetriamine